methyl 4-amino-1-(3-(2-hydroxypropan-2-yl)phenyl)-2-oxo-7-(trifluoro methyl)-1,2-dihydroquinoline-3-carboxylate NC1=C(C(N(C2=CC(=CC=C12)C(F)(F)F)C1=CC(=CC=C1)C(C)(C)O)=O)C(=O)OC